6,7-dimethyl-3-phenyl-3,4-dihydro-2h-benzo[e][1,2,4]thiadiazine-1,1-dioxide CC=1C(=CC2=C(NC(NS2(=O)=O)C2=CC=CC=C2)C1)C